9-cyclohexenyltetracyclo[6.2.1.13,6.02,7]dodeca-4-ene C1(=CCCCC1)C1C2C3C4C=CC(C3C(C1)C2)C4